ClC1=C(C=C(C=C1)NC(=O)NC1=C(C=CC=C1)N=NC1=CC(=CC=C1)[N+](=O)[O-])C(F)(F)F 1-[4-chloro-3-(trifluoromethyl)phenyl]-3-{2-[(3-nitrophenyl)diazenyl]phenyl}urea